(3R)-3-(4-chlorophenyl)-2-[(4-ethynylphenyl)methyl]-4-fluoro-3-{[1-(hydroxymethyl)cyclopropyl]methoxy}-6-(2-hydroxypropan-2-yl)-2,3-dihydro-1H-isoindol-1-one ClC1=CC=C(C=C1)[C@@]1(N(C(C2=CC(=CC(=C12)F)C(C)(C)O)=O)CC1=CC=C(C=C1)C#C)OCC1(CC1)CO